C1(=CC(=CC=C1)C[C@@H]1C=2C(N(N(C2CC[C@@H]1NS(=O)(=O)C)C)C(C)C)=O)C1=CC=CC=C1 |o1:7| rel-N-[(4aR,5S)-4-[([1,1'-biphenyl]-3-yl)methyl]-1-methyl-3-oxo-2-(propan-2-yl)-2,3,4,5,6,7-hexahydro-1H-indazol-5-yl]methanesulfonamide